3-((benzyloxy)methyl)-5-(8-methyl-5,6,7,8-tetrahydroimidazo[1,5-a]pyrazin-3-yl)-1,2,4-thiadiazole C(C1=CC=CC=C1)OCC1=NSC(=N1)C1=NC=C2N1CCNC2C